[K+].NC1=C(C=C(C=2C(C=3C(=CC=CC3C(C12)=O)S(=O)(=O)[O-])=O)Br)S(=O)(=O)[O-].[K+] 1-amino-4-bromoanthraquinone-2,5-disulfonic acid potassium salt